7-[4-(4,4,5,5-tetramethyl-1,3,2-dioxaborolan-2-yl)-1H-pyrazol-1-yl]heptanoic acid CC1(OB(OC1(C)C)C=1C=NN(C1)CCCCCCC(=O)O)C